NC1=C2C(=NC=N1)N(N=C2C2=CC=C(C=C2)OC2=CC=CC=C2)C2CCN(CC2)C2CN(C2)C[C@H]2[C@@H](CCCC2)C=O (1R,2R)-2-((3-(4-(4-amino-3-(4-phenoxyphenyl)-1H-pyrazolo[3,4-d]pyrimidin-1-yl)piperidin-1-yl)azetidin-1-yl)methyl)cyclohexane-1-carbaldehyde